N-ethyl-N-imidazolinium C(C)[NH+]1C=NCC1